N-[3-amino-5-(trifluoromethylsulfanyl)-2-pyridyl]-5-(1-cyanocyclopropyl)-3-ethylsulfanyl-N-methyl-pyridine-2-carboxamide NC=1C(=NC=C(C1)SC(F)(F)F)N(C(=O)C1=NC=C(C=C1SCC)C1(CC1)C#N)C